6-(((2S)-4-(5-((2,2-difluorocyclopropyl)methyl)-3-fluoro-2-(3H-1,2,3,4-tetrazol-5-yl)phenyl)-2-methylpiperazin-1-yl)methyl)-3-methyl-1,2-diazine FC1(C(C1)CC=1C=C(C(=C(C1)N1C[C@@H](N(CC1)CC1=CC=C(N=N1)C)C)C1=NNN=N1)F)F